2-bromo-4-chloro-5-fluorophenol BrC1=C(C=C(C(=C1)Cl)F)O